ethyl 2-formyl-1-((2-(trimethylsilyl) ethoxy) methyl)-1H-imidazole-5-carboxylate C(=O)C=1N(C(=CN1)C(=O)OCC)COCC[Si](C)(C)C